ClC1=NC=C(C(=C1)N)C#CC1=C(C=CC=C1)OC 2-chloro-5-[2-(2-methoxyphenyl)ethynyl]pyridin-4-amine